1-(6-(5,6-dimethoxy-1H-benzo[d]imidazol-1-yl)-2-(4-fluoro-2-methoxyphenyl)pyridin-3-yl)methanol COC1=CC2=C(N(C=N2)C2=CC=C(C(=N2)C2=C(C=C(C=C2)F)OC)CO)C=C1OC